3-(3,4-dimethoxyphenyl)acrylamide COC=1C=C(C=CC1OC)C=CC(=O)N